((naphthalen-1-yloxy)(perfluorophenoxy)phosphoryl)-L-alanine 2-ethylbutyl ester C(C)C(COC([C@@H](NP(=O)(OC1=C(C(=C(C(=C1F)F)F)F)F)OC1=CC=CC2=CC=CC=C12)C)=O)CC